2-((1r,5s,6s)-3-(1-(4-chloro-3-fluorophenyl)-3,3-dimethyl-2,3-dihydro-1H-pyrrolo[3,2-b]pyridine-5-carbonyl)-3-azabicyclo[3.1.0]hex-6-yl)acetic acid methyl ester COC(CC1[C@@H]2CN(C[C@H]12)C(=O)C1=CC=C2C(=N1)C(CN2C2=CC(=C(C=C2)Cl)F)(C)C)=O